tert-butyl (3S,4R)-3-(5-(ethoxycarbonyl)-2-methylphenyl)-4-hydroxypyrrolidine-1-carboxylate C(C)OC(=O)C=1C=CC(=C(C1)[C@H]1CN(C[C@@H]1O)C(=O)OC(C)(C)C)C